3-amino-N-(4-(N-(3-methyloxetan-3-yl)sulfamoyl)phenyl)-6-p-tolylpyrazine-2-carboxamide NC=1C(=NC(=CN1)C1=CC=C(C=C1)C)C(=O)NC1=CC=C(C=C1)S(NC1(COC1)C)(=O)=O